C(C1=CC=CC=C1)N1CC=2N(CC1)N=C(C2C2=CC(=NC=C2)C(F)(F)F)C2=CC=C(C=C2)F 5-benzyl-2-(4-fluorophenyl)-3-(2-(trifluoromethyl)pyridin-4-yl)-4,5,6,7-tetrahydropyrazolo[1,5-a]pyrazine